bitetrazole ammonium salt [NH4+].N1=NN=NC1=C1N=NN=N1